ClC1=CC=C2C(=N1)SC(=C2)C(O)C2CCC2 (6-chlorothieno[2,3-b]pyridin-2-yl)(cyclobutyl)methanol